COC=1C=CC=C2NC=C(CCN(C3CC3)C3CC3)C12 4-methoxy-N,N-dicyclopropyltryptamine